7-ethynyl-6-fluoro-benzofuran C(#C)C1=C(C=CC=2C=COC21)F